5-[5-(9-benzyl-2,9-diazaspiro[4.5]decan-2-yl)-6-methyl-pyridazin-3-yl]-1H-pyrimidine-2,4-dione C(C1=CC=CC=C1)N1CCCC2(CCN(C2)C=2C=C(N=NC2C)C=2C(NC(NC2)=O)=O)C1